CN(C(CNCC1=C(C(=CC(=C1)CNCC(C)N(C)C)CNCC(C)N(C)C)O)C)C 2,4,6-tris((2-dimethylaminopropyl)aminomethyl)phenol